N=1C=CN2C1N=CC(=C2)C2=CNC=1N=C(N=C(C12)OC)NC1CCC2(CCO2)CC1 5-(imidazo[1,2-a]pyrimidin-6-yl)-4-methoxy-N-((4r,7r)-1-oxaspiro[3.5]nonan-7-yl)-7H-pyrrolo[2,3-d]pyrimidin-2-amine